CC1(OB(OC1(C)C)C1=C(C=CC=C1)O)C (4,4,5,5-tetramethyl-1,3,2-dioxaborolan-2-yl)phenol